2-bromo-6,7-dimethyl-4-[3-(trifluoromethyl)-1-bicyclo[1.1.1]-pentanyl]pteridine BrC1=NC2=NC(=C(N=C2C(=N1)C12CC(C1)(C2)C(F)(F)F)C)C